4-chloro-2,3-dihydro-1H-indene ClC1=C2CCCC2=CC=C1